CS(=O)(=O)OCC1=CC=CC=2C(=C(OC21)I)F (3-fluoro-2-iodobenzofuran-7-yl)methyl methanesulfonate